NC1=CC(=C(C(=C1)F)N1CCN(CC1)[C@H](C)C1CCN(CC1)C(=O)OC(C)(C)C)F tert-butyl 4-[(1R)-1-[4-(4-amino-2,6-difluoro-phenyl) piperazin-1-yl]ethyl]piperidine-1-carboxylate